C(C(C)C)(=O)OC1=CC=C2C(=CNC2=C1)CCN(CCC)CC 3-(2-(ethyl (propyl) amino) ethyl)-1H-indol-6-yl isobutyrate